4-(4-[3-(4-Bromophenyl)prop-2-enoyl]phenylamino)-2-methylidene-4-oxobutanoic acid BrC1=CC=C(C=C1)C=CC(=O)C1=CC=C(C=C1)NC(CC(C(=O)O)=C)=O